ClC1=C(C(=CC=2CN3[C@@H](COC21)CNCC3)F)C=3C(=CC=C2C=CNC(C32)=O)C 8-[(12AR)-10-chloro-8-fluoro-1,2,3,4,12,12a-hexahydro-6H-pyrazino[2,1-c][1,4]benzoxazepin-9-yl]-7-methylisoquinolin-1(2H)-one